tert-butyl (6S)-1-(2-((S)-((tert-butoxycarbonyl)amino)(4,4-difluorocyclohexyl)methyl)imidazo[1,2-b]pyridazin-7-yl)-4-oxo-6-(trifluoromethyl)-5-azaspiro[2.4]heptane-5-carboxylate C(C)(C)(C)OC(=O)N[C@H](C=1N=C2N(N=CC(=C2)C2CC23C(N([C@@H](C3)C(F)(F)F)C(=O)OC(C)(C)C)=O)C1)C1CCC(CC1)(F)F